N-[3-chloro-4-(2,6-diazaspiro[3.3]heptane-2-carbonyl)phenyl]-5-(2,3-difluoro-4-methoxy-phenyl)-1-methyl-imidazole-2-carboxamide ClC=1C=C(C=CC1C(=O)N1CC2(C1)CNC2)NC(=O)C=2N(C(=CN2)C2=C(C(=C(C=C2)OC)F)F)C